FC(C(=O)O)(F)F.CC1=CC=CC=2N1C(C(=C(N2)C(C)NC2=C1N=CNC1=NC=N2)C2=CC(=CC=C2)C)=O 6-Methyl-3-(3-methylphenyl)-2-[1-(9H-purin-6-ylamino)ethyl]-4H-pyrido[1,2-a]pyrimidin-4-one Trifluoroacetic Acid Salt